racemic-4-[1-(ethylamino)ethyl]-6,7-difluoro-2H-phthalazin-1-one C(C)N[C@H](C)C1=NNC(C2=CC(=C(C=C12)F)F)=O |r|